(R)-1-acryloyl-4-(3-((4-(trifluoromethyl)phenyl)amino)pyrazin-2-yl)piperazine-2-carboxamide C(C=C)(=O)N1[C@H](CN(CC1)C1=NC=CN=C1NC1=CC=C(C=C1)C(F)(F)F)C(=O)N